N-((R)-1-(3-Chloropyridin-2-yl)-2,2,2-trifluoroethyl)-2-((S)-2,6-dioxopiperidin-3-yl)-1-oxoisoindoline-5-carboxamide ClC=1C(=NC=CC1)[C@H](C(F)(F)F)NC(=O)C=1C=C2CN(C(C2=CC1)=O)[C@@H]1C(NC(CC1)=O)=O